((2r,3s)-1-(3-((2-(3-chloro-1-methyl-1H-pyrazol-4-yl)pyrimidin-4-yl)amino)-6-fluoro-5-isopropylisoquinolin-8-yl)-2-methylazetidin-3-yl)-N-methylsulfonamide ClC1=NN(C=C1C1=NC=CC(=N1)NC=1N=CC2=C(C=C(C(=C2C1)C(C)C)F)N1[C@@H]([C@H](C1)S(=O)(=O)NC)C)C